C(C1=CC=CC=C1)O[C@H]1CN(C[C@H](C1OCC1=CC=CC=C1)OCC1=CC=CC=C1)CC1CC2=C(C=CC(=C2C1)F)F (3s,4r,5r)-3,4,5-tris(benzyloxy)-1-((4,7-difluoro-2,3-dihydro-1H-inden-2-yl)methyl)piperidine